Nicotinic chloride C(C1=CN=CC=C1)(=O)Cl